2-(6-(methyl(2,2,6,6-tetramethylpiperidin-4-yl)amino)pyridazin-3-yl)-5-(4-methyl-1H-imidazol-2-yl)phenol CN(C1=CC=C(N=N1)C1=C(C=C(C=C1)C=1NC=C(N1)C)O)C1CC(NC(C1)(C)C)(C)C